cis-N1-(5-(3-(2-fluoroethyl)-2-methyl-3H-imidazo[4,5-b]pyridin-5-yl)pyrrolo[2,1-f][1,2,4]triazin-2-yl)cyclohexane-1,4-diamine FCCN1C(=NC=2C1=NC(=CC2)C=2C=CN1N=C(N=CC12)N[C@@H]1CC[C@@H](CC1)N)C